N-(5-((4-(1-Cyclopropyl-1H-indol-3-yl)-5-(dimethylphosphoryl)pyrimidin-2-yl)amino)-4-methoxy-2-(methyl((1-methylpyrrolidin-2-yl)methyl)amino)phenyl)acrylamide C1(CC1)N1C=C(C2=CC=CC=C12)C1=NC(=NC=C1P(=O)(C)C)NC=1C(=CC(=C(C1)NC(C=C)=O)N(CC1N(CCC1)C)C)OC